3-chloro-4-((3-fluorobenzyl)oxy)aniline ClC=1C=C(N)C=CC1OCC1=CC(=CC=C1)F